(2R,4S)-2-(3-chloropropyl)-4-fluoropyrrolidine-2-carboxylic acid methyl ester hydrochloride Cl.COC(=O)[C@@]1(NC[C@H](C1)F)CCCCl